FC1=C(C=CC=C1F)NC1=C(C=C(C=C1)S(=O)(=O)NC)C=1N=NN(N1)C 4-((2,3-difluorophenyl)amino)-N-methyl-3-(2-methyl-2H-tetrazol-5-yl)benzenesulfonamide